1-(5-chloro-4-(3-fluoro-3-(trifluoromethyl)cyclobutyl)-2-methoxyphenyl)-N-(isoxazol-3-yl)-2-oxo-1,2-dihydroquinoline-6-sulfonamide ClC=1C(=CC(=C(C1)N1C(C=CC2=CC(=CC=C12)S(=O)(=O)NC1=NOC=C1)=O)OC)C1CC(C1)(C(F)(F)F)F